COC(=O)C1=C(C=C2C(=N1)C(=C(N2C(=O)OC(C)(C)C)C=2C=C(C=1N(C2)N=CN1)OC)C(C)C)C 3-isopropyl-2-(8-methoxy-[1,2,4]triazolo[1,5-a]pyridin-6-yl)-6-methyl-1H-pyrrolo[3,2-b]pyridine-1,5-dicarboxylic acid 1-tert-butyl 5-methyl ester